Propargylammonium C(C#C)[NH3+]